Methyl 2-(1-isopropyl-1H-pyrazol-4-yl)-5-nitrobenzoate C(C)(C)N1N=CC(=C1)C1=C(C(=O)OC)C=C(C=C1)[N+](=O)[O-]